N-(4-([1,2,4]triazolo[1,5-a]pyridin-7-yloxy)-3-methylphenyl)-6-fluoro-5-(piperidin-4-yl)pyrrolo[2,1-f][1,2,4]triazin-4-amine N=1C=NN2C1C=C(C=C2)OC2=C(C=C(C=C2)NC2=NC=NN1C2=C(C(=C1)F)C1CCNCC1)C